3-(difluoromethoxy)-N-(3-(N-methyl-N-phenylsulfamoyl)phenyl)benzamide FC(OC=1C=C(C(=O)NC2=CC(=CC=C2)S(N(C2=CC=CC=C2)C)(=O)=O)C=CC1)F